1-((S)-3-(2-(((R)-2-(5-Fluoropyridin-3-yl)-2-hydroxyethyl)amino)-2-methylpropyl)pyrrolidin-1-yl)ethan-1-one FC=1C=C(C=NC1)[C@H](CNC(C[C@H]1CN(CC1)C(C)=O)(C)C)O